BrC1=CC=C2C(=NC=NN21)O 7-Bromopyrrolo[2,1-f][1,2,4]triazin-4-ol